2,6-dimethyl-4-toluenesulfonylaniline CC1=C(N)C(=CC(=C1)S(=O)(=O)CC1=CC=CC=C1)C